5-chloro-2-(2-pyrrolidin-1-ylethyl)-1,3-benzothiazole ClC=1C=CC2=C(N=C(S2)CCN2CCCC2)C1